OCCCCC1=C(C(=O)N)C=CC=C1 (4-hydroxybutyl)benzamide